FC=1C=2N(C=CC1)N=C(C2)[C@H]2N(CCC1=C2N=CN1)C1=NC=CC(=N1)C(O)C1=CC=CC=C1 (2-((S)-4-(4-fluoropyrazolo[1,5-a]pyridin-2-yl)-1,4,6,7-tetrahydro-5H-imidazo[4,5-c]pyridin-5-yl)pyrimidin-4-yl)(phenyl)methanol